(S)-1-(6-methyl-4-(trifluoromethyl)pyridin-2-yl)-5-(5,6,7,8-tetrahydroimidazo[1,2-a]pyrazine-7-carbonyl)pyrrolidin-2-one CC1=CC(=CC(=N1)N1C(CC[C@H]1C(=O)N1CC=2N(CC1)C=CN2)=O)C(F)(F)F